amino methacrylate C(C(=C)C)(=O)ON